C(=O)(C=C)C(=O)[O-] acrylformate